C(C1=CC=CC=C1)OC(=O)N1CCC(CC1)S(=O)(=O)O 1-(benzyloxycarbonyl)-4-piperidinesulfonic acid